NC1=NNC2=CC=C(C(=C12)C)C1=C(C=C(C=C1)S(=O)(=O)N1C[C@@H](CC1)O)C (R)-1-((4-(3-amino-4-methyl-1H-indazol-5-yl)-3-methylphenyl)sulfonyl)pyrrolidin-3-ol